FC1=C(C(=CC=C1)O)C1=CC=2C(=C(N=NC2C2=C(C=CC=C2)C(C)C)N2CCN(CC2)C(C=C)=O)N=C1C 1-(4-(3-(2-fluoro-6-hydroxyphenyl)-2-methyl-5-(2-(2-propyl)phenyl)pyrido[2,3-d]Pyridazin-8-yl)-1-piperazinyl)-2-propen-1-one